1-(2-(4-Hydroxyphenyl)-2H-pyrazolo[4,3-c]pyridin-6-yl)-N,N-dimethylazetidine-3-sulfonamide OC1=CC=C(C=C1)N1N=C2C(C=NC(=C2)N2CC(C2)S(=O)(=O)N(C)C)=C1